FC1=CC=C(CC2=CC3=C(OC[C@@H](N3C(=O)OC(C)(C)C)CO)N=C2C)C=C1 tert-butyl (S)-7-(4-fluorobenzyl)-2-(hydroxymethyl)-6-methyl-2,3-dihydro-1H-pyrido[2,3-b][1,4]oxazine-1-carboxylate